1-(3-methyl-4-phenoxyphenyl)-3-phenyl-1,3,5-triazinane-2,4,6-trione CC=1C=C(C=CC1OC1=CC=CC=C1)N1C(N(C(NC1=O)=O)C1=CC=CC=C1)=O